BrC1=C(N=C(C=2N1N=CC2)N2CCC1(CC2)[C@@H](C2=C(C=NC(=C2)OC)C1)N[S@](=O)C(C)(C)C)C (R)-N-[(5S)-1'-(7-bromo-6-methyl-pyrazolo[1,5-a]pyrazin-4-yl)-3-methoxy-spiro[5,7-dihydrocyclopenta[c]pyridine-6,4'-piperidine]-5-yl]-2-methyl-propane-2-sulfinamide